COC(=O)C1=NC(=NC=C1C1=CC(=C(C=C1)C#N)F)C=1C=C2C=CN(C2=CC1F)C (4-cyano-3-fluorophenyl)-2-(6-fluoro-1-methyl-1H-indol-5-yl)pyrimidine-4-carboxylic acid methyl ester